ClC1=CC(=C2CC([C@H](C2=C1)OC1=CC=CC=C1)N(C)C)OC 4-[[(1S,1S)-6-Chloro-2-(dimethylamino)-4-methoxy-2,3-dihydro-1H-inden-1-yl]oxy]benzene